dimethyl-2-hydroxyethyl-2,3-dihexanoxypropylammonium bromide [Br-].C[N+](CC(COCCCCCC)OCCCCCC)(CCO)C